BrC1=C(C=C2C(=CC=NC2=C1)O)I 7-bromo-6-iodoquinolin-4-ol